BrC=1C=C(CO)C=CC1Br 3,4-dibromobenzyl alcohol